C1(=CC(=CC=C1)CC=CC(=O)O)CC=CC(=O)O.O1C(=NCC1)C1=NC(=CC=C1)C=1OCCN1 2,6-bis(2-oxazolin-2-yl)pyridine m-xylylenediacrylate